FC1=NNC(=C1)N 3-fluoro-1H-pyrazol-5-amine